[Gd+3].[O-2].[Ce+3].[O-2].[O-2] cerium oxide Gadolinium